OC1N(CC(C1)C1=CC=C(C=C1)[N+](=O)[O-])C(=O)OC(C)(C)C tert-butyl 2-hydroxy-4-(4-nitrophenyl)pyrrolidine-1-carboxylate